(R)-7-((diethoxyphosphoryl)fluoromethyl)-2-naphthoic acid allyl ester C(C=C)OC(=O)C1=CC2=CC(=CC=C2C=C1)[C@H](F)P(=O)(OCC)OCC